N-(1-(3-Aminophenyl)-2-(tert-butylamino)-2-oxoethyl)-N-(4-methoxyphenyl)-propiolamide NC=1C=C(C=CC1)C(C(=O)NC(C)(C)C)N(C(C#C)=O)C1=CC=C(C=C1)OC